(4-Ethenylphenyl)phosphonic acid C(=C)C1=CC=C(C=C1)P(O)(O)=O